BrC1=CC=2C3=C(C=NC2C=C1)N(C(C31CC1)=O)CC 8'-Bromo-3'-ethylspiro[cyclopropane-1,1'-pyrrolo[2,3-c]quinolin]-2'(3'H)-one